N-(5-((dimethylamino)methyl)-6-(furan-3-yl)pyridin-3-yl)cyclopropanecarboxamide CN(C)CC=1C=C(C=NC1C1=COC=C1)NC(=O)C1CC1